(R)-N-(3-(3-(3-((5-chloro-1H-indol-2-yl)methyl)-1-methylureido)piperidin-1-yl)-3-oxopropyl)acetamide ClC=1C=C2C=C(NC2=CC1)CNC(N(C)[C@H]1CN(CCC1)C(CCNC(C)=O)=O)=O